ClC=1C=CC(=C(C1)C1=C2C(=NC(=C1)C)C(=CS2)C(=O)OC(C)(C)C)OCCN2C(=NC1=C(C2=O)C(=C(N=C1)Cl)C#N)C tert-butyl 7-(5-chloro-2-(2-(6-chloro-5-cyano-2-methyl-4-oxopyrido[3,4-d]pyrimidin-3(4H)-yl)ethoxy)phenyl)-5-methylthieno[3,2-b]pyridine-3-carboxylate